2-(3-(1-acetylpiperidin-4-yl)-5'-fluoro-1'-methyl-1H,1'H-[4,6'-biindazol]-1-yl)-N-(1-(pyridazin-3-yl)-1H-pyrazol-5-yl)acetamide C(C)(=O)N1CCC(CC1)C1=NN(C=2C=CC=C(C12)C1=C(C=C2C=NN(C2=C1)C)F)CC(=O)NC1=CC=NN1C=1N=NC=CC1